methyl 4-(4-methylbenzoyl)-1H-pyrrole-2-carboxylate CC1=CC=C(C(=O)C=2C=C(NC2)C(=O)OC)C=C1